FC1=C(N=CC2=C1N=C(N=C2N2CCC1(CC(N1)=O)CC2)OCC21CCCN1CCC2)C2=CC=CC1=CC=CC(=C21)F 7-(8-fluoro-7-(8-fluoronaphthalen-1-yl)-2-((hexahydro-1H-pyrrolizin-7a-yl)methoxy)pyrido[4,3-d]pyrimidin-4-yl)-1,7-diazaspiro[3.5]nonan-2-one